6-bromo-5-(2,4-difluorophenoxy)-2-methyl-1H-benzo[d]imidazole BrC=1C(=CC2=C(NC(=N2)C)C1)OC1=C(C=C(C=C1)F)F